C1(CC1)CS(=O)(=O)C1=CC=C(C=C1)[C@H](CCO)C1=NC2=C(N1)C(=C(C(=C2)Cl)N2CCC(CC2)(F)F)Cl (S)-3-(4-((cyclopropylmethyl)sulfonyl)phenyl)-3-(5,7-dichloro-6-(4,4-difluoropiperidin-1-yl)-1H-benzo[d]imidazol-2-yl)propan-1-ol